tert-butyl (4S)-2-oxo-4-({[tri(propan-2-yl)silyl]oxy}methyl)-1,2λ4,3-oxathiazolidine-3-carboxylate O=S1OC[C@@H](N1C(=O)OC(C)(C)C)CO[Si](C(C)C)(C(C)C)C(C)C